OCC=1C=CC=2N(C1)C=C(N2)CN2C(C1=CN=CC(=C1C=C2)C2=CC=CC=C2)=O 2-{[6-(hydroxymethyl)imidazo[1,2-a]pyridin-2-yl]methyl}-5-phenyl-1,2-dihydro-2,7-naphthyridin-1-one